F[C@@H]1C[C@@]2(CCCN2C1)COC1=C(C=CC=2C(C(C=CC12)F)(C#C)C1=C(C=2N=C(N=CC2C=N1)NC=1C=NN(C1)C1=CC(=CC=C1)Cl)F)O [(2R,7aS)-2-fluoro-hexahydropyrrolizin-7a-yl]methoxy-5-([1-(3-chlorophenyl)pyrazol-4-yl]amino-8-fluoropyrido[4,3-d]pyrimidin-7-yl)-5-ethynyl-6-fluoronaphthalen-2-ol